N-(4-(2,6-dioxopiperidin-3-yl)pyridin-2-yl)acetamide hydrochloride Cl.O=C1NC(CCC1C1=CC(=NC=C1)NC(C)=O)=O